C(=O)(O)C1=CC=C(C=C1)S(=O)(=O)NCCC 4-carboxyl-N-propylbenzenesulfonamide